CC(C)CCCCCCCCC/C=C/[C@H]([C@H](CO)[NH3+])O The molecule is a cationic sphingoid that is the conjugate acid of 15-methylhexadecasphing-4-enine, obtained by protonation of the amino group; major species at pH 7.3. It is a conjugate acid of a 15-methylhexadecasphing-4-enine.